2-[4-(difluoromethoxy)phenyl]-4-{4-fluoro-2-[(oxetan-3-yl)methoxy]phenyl}-2,3-dihydro-1H-pyrrolo[3,4-c]pyridin-1-one FC(OC1=CC=C(C=C1)N1CC=2C(=NC=CC2C1=O)C1=C(C=C(C=C1)F)OCC1COC1)F